FC1=C(C(=CC=C1)F)NC=1N(C2=NC(=NC=C2N1)N[C@H]1[C@@H](COCC1)F)C1CCC(CC1)C(=O)N (1S,4s)-4-(8-(2,6-difluorophenylamino)-2-((3S,4R)-3-fluorotetrahydro-2H-pyran-4-ylamino)-9H-purin-9-yl)cyclohexanecarboxamide